CNC(C1=NC(=C(C=C1)N1C2CC2N(CC1)CC1=CC=2NC(N(C(C2S1)=O)C)=O)C)=O N,6-dimethyl-5-(5-((3-methyl-2,4-dioxo-1,2,3,4-tetrahydrothieno[3,2-d]pyrimidin-6-yl)methyl)-2,5-diazabicyclo[4.1.0]heptan-2-yl)picolinamide